Benzyl (3S)-3-[(2RS)-2-hydroxy-1-methoxypropan-2-yl]piperidine-1-carboxylate O[C@](COC)(C)[C@@H]1CN(CCC1)C(=O)OCC1=CC=CC=C1 |&1:1|